methyl (S)-3-(((R)-tert-butylsulfinyl)amino)-3-(6-(difluoromethyl)-4-(2,6-dimethylphenyl)pyridin-2-yl)propanoate C(C)(C)(C)[S@@](=O)N[C@@H](CC(=O)OC)C1=NC(=CC(=C1)C1=C(C=CC=C1C)C)C(F)F